C[C@H]1CC[C@@H](NC1)C1=CC=C(C=C1)S(=O)(=O)C (2R,5S)-5-methyl-2-(4-methylsulfonylphenyl)piperidine